propylene glycol diacrylate (propylenediacrylate) C(C(C)C=CC(=O)O)C=CC(=O)O.C(C=C)(=O)O.C(C=C)(=O)O.C(C(C)O)O